COC1=C(CNC(=O)C2(CCOCC2)N(C(C#C[Si](C(C)C)(C(C)C)C(C)C)=O)C2=CC(=C(C=C2)C)CF)C=CC(=C1)OC N-(2,4-dimethoxybenzyl)-4-(N-(3-(fluoromethyl)-4-methylphenyl)-3-(triisopropylsilyl)propiolamido)tetrahydro-2H-pyran-4-carboxamide